dioctyltin acetoacetate C(CC(=O)C)(=O)[O-].C(CCCCCCC)[Sn+2]CCCCCCCC.C(CC(=O)C)(=O)[O-]